COC1=C(C=C(C=C1)N(C(CCC)=O)CCC)[N+](=O)[O-] N-(4-methoxy-3-nitrophenyl)-N-propylbutyramide